COC([O-])=O.C(C)N1C=[N+](C=C1)C 1-ethyl-3-methylimidazolium monomethylcarbonate salt